tert-butyl (4-(4-methylpiperazine-1-carboxamido)benzyl)carbamate CN1CCN(CC1)C(=O)NC1=CC=C(CNC(OC(C)(C)C)=O)C=C1